3-(pyrimidin-4-ylamino)benzonitrile N1=CN=C(C=C1)NC=1C=C(C#N)C=CC1